Br[Mg]CC1=CC=C(C=C1)Br bromo[(4-bromophenyl)methyl]magnesium